C(C)N([C@@H]1[C@H](CCC1)OC=1C=C2CN(C(C2=CC1)=O)C1C(NC(CC1)=O)=O)CC1CC(C1)OC 3-(5-(((1S,2S)-2-(ethyl(((1R,3S)-3-methoxycyclobutyl)methyl)amino)cyclopentyl)oxy)-1-oxoisoindolin-2-yl)piperidine-2,6-dione